BrC=1C(=C2C3(C(NC2=CC1)=O)CCC3)C 5'-bromo-4'-methyl-1'H-spiro[cyclobutane-1,3'-indol]-2'-one